BrC1=NN(C(=N1)Br)CC(F)(F)F 3,5-dibromo-1-(2,2,2-trifluoroethyl)-1,2,4-triazole